4-[6-(1-Aminocyclobutyl)pyrazolo[1,5-a]pyridin-3-yl]-2-(difluoromethoxy)-N-[(1R,2S)-2-fluorocyclopropyl]-6-methoxy-benzamide NC1(CCC1)C=1C=CC=2N(C1)N=CC2C2=CC(=C(C(=O)N[C@H]1[C@H](C1)F)C(=C2)OC)OC(F)F